benzyl (2S)-2-(cyanomethyl)-4-[8-(3-fluoro-2-methylphenyl)-2-[[(2S)-1-methylpyrrolidin-2-yl]methoxy]-5,6,7,9-tetrahydropyrimido[4,5-c]azepin-4-yl]piperazine-1-carboxylate C(#N)C[C@@H]1N(CCN(C1)C1=NC(=NC=2CN(CCCC21)C2=C(C(=CC=C2)F)C)OC[C@H]2N(CCC2)C)C(=O)OCC2=CC=CC=C2